COC(=O)N(N(C)C(C1=C(C(=CC(=C1)Br)Br)NC(=O)C1=CC(=NN1C1=NC=CC=C1Cl)Br)=O)C methyl-2-[3,5-dibromo-2-({[3-bromo-1-(3-chloropyridin-2-yl)-1H-pyrazol-5-yl]carbonyl}-amino)benzoyl]-1,2-dimethylhydrazinecarboxylate